tert-butyl 5-nitro-3,4-dihydroisoquinoline-2(1H)-carboxylate [N+](=O)([O-])C1=C2CCN(CC2=CC=C1)C(=O)OC(C)(C)C